C(C1=CC=CC=C1)O[C@H](C)C1=C(C=CC(=C1)F)I (R)-2-(1-(benzyloxy)ethyl)-4-fluoro-1-iodobenzene